BrC=1C(=CC=C(C1)C(C)(C)C)I 3-bromo-5-tert-butyl-2-iodobenzene